diferulic acid (diferulate) C(\C=C\C1=CC(OC)=C(O)C=C1)(=O)O.C(\C=C\C1=CC(OC)=C(O)C=C1)(=O)O.C(\C=C\C1=CC(OC)=C(O)C=C1)(=O)O.C(\C=C\C1=CC(OC)=C(O)C=C1)(=O)O